F[C@@H]1C(NC(C[C@@H]1N1CCC2=C1N=NC(=C2)C2=C(C=C1C=CC(=NC1=C2)C)O)(C)C)(C)C 7-{7-[(3S,4S)-3-fluoro-2,2,6,6-tetramethylpiperidin-4-yl]-6,7-dihydro-5H-pyrrolo[2,3-c]pyridazin-3-yl}-2-methylquinolin-6-ol